3,4-bis(diethylphosphino)-2-cyclopentylthiophene C(C)P(C1=C(SC=C1P(CC)CC)C1CCCC1)CC